methyl (2S,3R)-2-((benzyloxycarbonyl)amino)-3-hydroxy-3-(4-methoxyphenyl)propionate C(C1=CC=CC=C1)OC(=O)N[C@H](C(=O)OC)[C@@H](C1=CC=C(C=C1)OC)O